C(#N)C[C@H]1N(CC[C@@H](C1)N1N=CC=2C(=NC=3C(=C(C(=CC3C21)C)C2=CC=CC1=CC=CC(=C21)C#N)F)N2CC(C2)(C)N(C)C)C(=O)OC(C)(C)C tert-butyl (2S,4S)-2-(cyanomethyl)-4-(7-(8-cyanonaphthalen-1-yl)-4-(3-(dimethylamino)-3-methylazetidin-1-yl)-6-fluoro-8-methyl-1H-pyrazolo[4,3-c]quinolin-1-yl)piperidine-1-carboxylate